(Z)-methyl 16-(3-(decyl oxy)-2-(dimethylamino)propoxy)hexadec-7-enoate C(CCCCCCCCC)OCC(COCCCCCCCC\C=C/CCCCCC(=O)OC)N(C)C